2-[5,7-difluoro-2-(4-fluorophenyl)-1H-indol-3-yl]Ethylamine (trifluoroacetate) FC(C(=O)O)(F)F.FC=1C=C2C(=C(NC2=C(C1)F)C1=CC=C(C=C1)F)CCN